N1=CC=C(C=C1)C1=C(C=CC=C1)C1=C(C(=NC(=C1N1C2=CC=CC=C2C=2C=C(C=CC12)C(C)(C)C)N1C2=CC=CC=C2C=2C=C(C=CC12)C(C)(C)C)N1C2=CC=CC=C2C=2C=C(C=CC12)C(C)(C)C)N1C2=CC=CC=C2C=2C=C(C=CC12)C(C)(C)C 9,9',9'',9'''-(4-(2-(pyridin-4-yl)phenyl)pyridine-2,3,5,6-tetrayl)tetrakis(3-(tert-butyl)-9H-carbazole)